C(CCCCCCCCCC=CCCCCCCCC)(=O)OCCCCCCCCCCCCCCCCCCCCCCCCCC hexacosyl eicos-11-enoate